C[N+]1=C(OC(=C1)C)C(=O)[O-] 3,5-dimethyl-oxazolium-2-carboxylate